8-(4-((5-(difluoromethyl)pyridin-2-yl)oxy)-3,3-difluoropyrrolidin-1-yl)-6-(2,4-dimethoxypyrimidin-5-yl)imidazo[1,2-b]pyridazine FC(C=1C=CC(=NC1)OC1C(CN(C1)C=1C=2N(N=C(C1)C=1C(=NC(=NC1)OC)OC)C=CN2)(F)F)F